(d)-1,1'-(ethane-1,2-diyl)bis(2-(4-chloro-2-(2H-tetrazol-5-yl)phenyl)-4-methoxy-1H-benzo[d]imidazole-5-carboxamide) C(CN1C(=NC2=C1C=CC(=C2OC)C(=O)N)C2=C(C=C(C=C2)Cl)C=2N=NNN2)N2C(=NC1=C2C=CC(=C1OC)C(=O)N)C1=C(C=C(C=C1)Cl)C=1N=NNN1